ClC1=CC=C(N=N1)C#N 6-chloro-3-pyridazinecarbonitrile